tert-Butyl 4-Methyl-4-(4-(2-oxo-1,2-dihydrobenzo[cd]indole-6-carbonyl)-1H-pyrazol-1-yl)piperidine-1-carboxylate CC1(CCN(CC1)C(=O)OC(C)(C)C)N1N=CC(=C1)C(=O)C=1C=2C3=C(C(NC3=CC1)=O)C=CC2